tert-butyl 2-((3-amino-2-oxopyridin-1(2H)-yl)methyl)-7-((2,4-difluorobenzyl)oxy)-1H-indole-1-carboxylate NC=1C(N(C=CC1)CC=1N(C2=C(C=CC=C2C1)OCC1=C(C=C(C=C1)F)F)C(=O)OC(C)(C)C)=O